NC=1C(=CC(=C(C1)C(=O)N1CCC(CC1)(F)F)C)C (5-amino-2,4-dimethylphenyl)(4,4-difluoropiperidin-1-yl)methanone